NC1=C(C=C(C=N1)NC(C(=O)N1[C@@H](CC[C@H](C1)C)C1=CC=C(C=C1)NCC(F)(F)F)=O)C (6-amino-5-methyl-3-pyridyl)-2-[(2S,5R)-5-methyl-2-[4-(2,2,2-trifluoroethylamino)phenyl]-1-piperidyl]-2-oxo-acetamide